5-ethoxy-N-(pyridin-4-yl)picolinamide C(C)OC=1C=CC(=NC1)C(=O)NC1=CC=NC=C1